Methyl 2-((2-(5-bromopentyl)-4-fluorophenyl)amino)-5-(trifluoromethyl)-nicotinate BrCCCCCC1=C(C=CC(=C1)F)NC1=C(C(=O)OC)C=C(C=N1)C(F)(F)F